NC1=NC(=NC=2N1N=C(N2)C=2OC=CC2)NCCC2=CC=C(C=C2)NC(CCC2NCCOC2)=O N-(4-(2-((7-amino-2-(furan-2-yl)-[1,2,4]triazolo[1,5-a][1,3,5]triazin-5-yl)amino)ethyl)phenyl)-3-morpholinepropanamide